C[C@@H]1N(CC1)C=1C=2N(C=C(N1)C=1C=NN(C1)C1CN(C1)C)C=CN2 8-[(2S)-2-methylazetidin-1-yl]-6-[1-(1-methylazetidin-3-yl)pyrazol-4-yl]imidazo[1,2-a]pyrazine